C(C)(=O)N[C@@H](C(C)C)C(=O)N[C@@H](CCCNC(N)=O)C(=O)NC1=CC=C(C=C1)CO N-acetyl-L-valyl-N5-carbamoyl-N-[4-(hydroxymethyl)phenyl]-L-ornithinamide